C(C1=CC=CC=C1)OC=1C=C(C(=NNC)N)C=CC1 3-benzyloxy-N'-(methylamino)benzamidine